FC(C1=CC(=NC=C1)N=C(C1=CC=CC=C1)C1=CC=CC=C1)F N-(4-(difluoromethyl)pyridin-2-yl)-1,1-diphenylmethanimine